N1=C(C=CC=C1)NC=1SC=CN1 2-(pyridin-2-ylamino)thiazol